CC(CC(C)=O)(C)NC(C=C)=O N-(1,1-dimethyl-3-oxobutyl)-acrylamide